CC1=NC(=C(C2=C1CC(C2)C(=O)OC)C)OCC2CNC(CO2)=O methyl 1,4-dimethyl-3-[(5-oxomorpholin-2-yl)methoxy]-6,7-dihydro-5H-cyclopenta[c]pyridine-6-carboxylate